CN([SiH2]CC[SiH2]N(C)C)C 1,4-bis(dimethylamino)-1,4-disilabutane